N-[1-[[2-chloro-5-(1-isopropyl-6-oxo-3-pyridyl)phenyl]methyl]-2-[4-(5-methyl-1H-pyrazol-4-yl)anilino]-2-oxo-ethyl]-1-fluoro-cyclopropanecarboxamide ClC1=C(C=C(C=C1)C1=CN(C(C=C1)=O)C(C)C)CC(C(=O)NC1=CC=C(C=C1)C=1C=NNC1C)NC(=O)C1(CC1)F